C(C1=CC=CC=C1)N1[C@@H](CCC1)C1=C(C=CC=C1)C(C)(C)F (S)-1-benzyl-2-(2-(2-fluoroprop-2-yl)phenyl)pyrrolidine